tert-butyl 4-(2-(((6-chloropyrimidin-4-yl)amino)methyl)-6-cyclopropylimidazo[1,2-a]pyridin-8-yl)-3-oxopiperazine-1-carboxylate ClC1=CC(=NC=N1)NCC=1N=C2N(C=C(C=C2N2C(CN(CC2)C(=O)OC(C)(C)C)=O)C2CC2)C1